methyl (S)-2-(7-chloro-1-((4-(trifluoromethoxy)benzyl)oxy)-2-naphthamido)-3,3-dimethylbutanoate ClC1=CC=C2C=CC(=C(C2=C1)OCC1=CC=C(C=C1)OC(F)(F)F)C(=O)N[C@H](C(=O)OC)C(C)(C)C